4-(5-amino-1-(8-oxabicyclo[3.2.1]octan-3-yl)imidazo[1,5-c]pyrimidin-3-yl)-N-(4-(trifluoromethyl)pyridin-2-yl)benzamide NC1=NC=CC=2N1C(=NC2C2CC1CCC(C2)O1)C1=CC=C(C(=O)NC2=NC=CC(=C2)C(F)(F)F)C=C1